[N+](=O)([O-])C=1C=CC2=C(OCCN2C2COC2)C1 7-nitro-4-(oxetan-3-yl)-3,4-dihydro-2H-benzo[b][1,4]oxazine